CC1(C2CN(C(C12)C(=O)[O-])C(C[C@@H](N)C1=CC=CC=C1)=O)C 6,6-dimethyl-3-β-phenylalanyl-3-azabicyclo[3.1.0]hexane-2-carboxylate